(E)-4-(3,4-dichlorostyryl)-2-(((3-(trifluoromethyl)benzyl)amino)methyl)phenol ClC=1C=C(/C=C/C2=CC(=C(C=C2)O)CNCC2=CC(=CC=C2)C(F)(F)F)C=CC1Cl